N-(2-hydroxy-1-phenylethyl)-1-(5-methyl-2-((tetrahydrofuran-3-yl)amino)pyrimidin-4-yl)-1H-pyrrole-3-carboxamide OCC(C1=CC=CC=C1)NC(=O)C1=CN(C=C1)C1=NC(=NC=C1C)NC1COCC1